(4R,5R)-2-(2,3-dihydrobenzo[b][1,4]dioxin-2-yl)-4,5-dihydro-1H-imidazole-4,5-d2 O1C2=C(OCC1C=1N[C@@H]([C@H](N1)[2H])[2H])C=CC=C2